BrC=1C=CC(=C(OCCN2CCCC2)C1)C=1OC2=C(C=CC=C2C(C1)=O)Cl 1-[2-[5-Bromo-2-(8-chloro-4-oxochromen-2-yl)phenoxy]ethyl]pyrrolidin